N-(5-chloro-2-(trifluoromethyl)pyridin-3-yl)-6-(1-(cyclopropylmethyl)-1H-pyrazol-4-yl)picolinamide ClC=1C=C(C(=NC1)C(F)(F)F)NC(C1=NC(=CC=C1)C=1C=NN(C1)CC1CC1)=O